tert-butyl (2S)-2-((diphenylmethylene)amino)-2-(3-oxocyclopentyl)acetate C1(=CC=CC=C1)C(C1=CC=CC=C1)=N[C@H](C(=O)OC(C)(C)C)C1CC(CC1)=O